2,6-dichloro-N-((1s,3s)-3-(6-((4-(4-((1-(2-(2,6-dioxopiperidin-3-yl)-1,3-dioxoisoindolin-5-yl)piperidin-4-yl)methyl)piperazin-1-yl)phenyl)amino)-9H-purin-9-yl)cyclobutyl)benzamide ClC1=C(C(=O)NC2CC(C2)N2C3=NC=NC(=C3N=C2)NC2=CC=C(C=C2)N2CCN(CC2)CC2CCN(CC2)C=2C=C3C(N(C(C3=CC2)=O)[C@@H]2C(NC(CC2)=O)=O)=O)C(=CC=C1)Cl